CN1C=NC2=C1C=C(C=C2)C2=C1CN(C(C1=CC=C2)=O)CC(C#N)=C 2-{[4-(1-methyl-1H-1,3-benzodiazol-6-yl)-1-oxo-2,3-dihydro-1H-isoindol-2-yl]methyl}prop-2-enenitrile